BrC1=C(C=CC=C1)C(COC)=NO 1-(2-bromophenyl)-2-methoxy-ethanone oxime